C(C)N(C1=NC(=CC(=N1)C(=O)NC1=CC=C(C(=O)O)C=C1)C(F)(F)F)C(C)C 4-(2-(Ethyl(isopropyl)amino)-6-(trifluoromethyl)pyrimidine-4-carboxamido)benzoic acid